2-amino-4-(butylamino)-6-(4-(pyrrolidin-1-ylmethyl)benzyl)pyrimidine NC1=NC(=CC(=N1)NCCCC)CC1=CC=C(C=C1)CN1CCCC1